C(#N)C=1C=CC2=C(N(C(=N2)NC(CC(C)(O)C2=C(C=CC=C2)F)=O)CC(F)(F)F)C1 N-(6-cyano-1-(2,2,2-trifluoroethyl)-1H-benzo[d]imidazol-2-yl)-3-(2-fluorophenyl)-3-hydroxybutanamide